ClC=1C=C2C(=C(C1Cl)Cl)NC(C21CNCC1)=O 5,6,7-trichloro-1H-spiro[indol-3,3'-pyrrolidin]-2-one